C1(=CC=CC2=CC=CC=C12)C1=CC=C(C=C1)N(C=1C=CC=C2C1OC1=C2C=2C=CC=CC2C=C1C1=CC=CC=C1)C1=CC=2C3(C4=CC=CC=C4C2C=C1)C1=CC=CC=C1C=1C=CC=CC13 N-[4-(1-naphthyl)phenyl]-N-(9,9'-spirobi[9H-fluoren]-2-yl)-6-phenylbenzo[b]naphtho[1,2-d]furan-8-amine